(R)-methyl 2-(1-(2-(tert-butyloxy)-2-oxoethyl)-2-methylpyrrolidin-2-yl)-6-fluoro-1-toluenesulfonyl-1H-indole-4-carboxylate C(C)(C)(C)OC(CN1[C@@](CCC1)(C)C=1N(C=2C=C(C=C(C2C1)C(=O)OC)F)S(=O)(=O)CC1=CC=CC=C1)=O